N,N-bis(octadecyl)aniline C(CCCCCCCCCCCCCCCCC)N(C1=CC=CC=C1)CCCCCCCCCCCCCCCCCC